C1CCC2=C(C=3CCCC3C=C12)NC(=O)OC(C(=O)OCC)CC1=CC=CC=C1 Ethyl 2-(((1,2,3,5,6,7-hexa-hydro-s-indacen-4-yl)-carbamoyl)oxy)-3-phenyl-propanoate